(S)-3-(dimethylamino)-1-(3-methoxyphenyl)-2-methylpropan-1-one (2R,3R)-O,O'-dibenzoyltartrate C(C1=CC=CC=C1)(=O)OC(C(=O)O)C(OC(C1=CC=CC=C1)=O)C(=O)O.CN(C[C@@H](C(=O)C1=CC(=CC=C1)OC)C)C